BrC1=C(N=C2N(C1=O)C=CC=C2)N[C@H]2CN(C[C@H](C2)C2=CC=C(C=C2)OCCCO)C 3-Bromo-2-[[(3R,5R)-5-[4-(3-hydroxypropoxy)phenyl]-1-methyl-3-piperidyl]amino]pyrido[1,2-a]pyrimidin-4-one